C1N(CCC2=CC=CC=C12)C[C@H](CN1C(C2=CC=C(C=C2CC1)OCC1CCNCC1)=O)O 2-[(2R)-3-(3,4-dihydro-1H-isoquinolin-2-yl)-2-hydroxy-propyl]-6-(4-piperidinylmethoxy)-3,4-dihydroisoquinolin-1-one